C1(CC1)C(=O)N1CCN(CC1)C(=O)C=1C=NC2=C(C(=C(C=C2C1N1CCC2(OCCO2)CC1)F)OC)F (4-(cyclopropanecarbonyl)piperazin-1-yl)(6,8-difluoro-7-methoxy-4-(1,4-dioxa-8-azaspiro[4.5]decan-8-yl)quinolin-3-yl)methanone